2-bromo-6-(1-methoxy-2,2-dimethylpropyl)pyridine BrC1=NC(=CC=C1)C(C(C)(C)C)OC